((2-(((3R*,4R*)-4-(3-((4,4-difluorocyclohexyl)amino)propyl)tetrahydrofuran-3-yl)oxy)-4-methylphenyl)sulfonyl)-L-proline hydrochloride Cl.FC1(CCC(CC1)NCCC[C@H]1[C@H](COC1)OC1=C(C=CC(=C1)C)S(=O)(=O)N1[C@@H](CCC1)C(=O)O)F |o1:12,13|